C(C=C)(=O)NCC=1C(=CC(=NC1)C1=CC=C(C=C1)F)C1=NN(C=C1)CC=1C=C(C(=O)NC)C=C(C1)Cl 3-((3-(5-(acrylamidomethyl)-2-(4-fluorophenyl)pyridin-4-yl)-1H-pyrazol-1-yl)methyl)-5-chloro-N-methylbenzamide